C(C)[C@]12[C@H]3CC[C@@]4([C@H](CC[C@H]4[C@@H]3CC[C@@H]2C[C@](CC1)(C)O)C(=O)NC1=CC=CC=C1)C (3R,5R,8S,9S,10S,13S,14S,17S)-10-ethyl-3-hydroxy-3,13-dimethyl-N-phenylhexadecahydro-1H-cyclopenta[a]phenanthrene-17-carboxamide